COC(=O)N1CCC(CC1)N1N=C(C(=C1N)C(N)=O)C1=CC=C2C=CC(=NC2=C1)C1=CC=CC=C1 4-(5-amino-4-carbamoyl-3-(2-phenylquinolin-7-yl)-1H-pyrazol-1-yl)piperidine-1-carboxylic acid methyl ester